7-Chloroimidazo[1,2-a]pyridine ClC1=CC=2N(C=C1)C=CN2